CNC1=NC(N(C2=CC(=CC=C12)C(F)(F)F)C1=CC=CC=C1)=O 4-(methylamino)-1-phenyl-7-(trifluoro-methyl)-quinazolin-2(1H)-one